C(C)(C)(C)OC(NC=1C=CC=2N(C1)C=CN2)=O tert-butylimidazo[1,2-a]pyridin-6-ylcarbamate